CC1=NC(=CC2=C1NC1=CC=CC=C21)C2=CN=CO2 5-(1-methyl-9H-pyrido[3,4-b]indol-3-yl)oxazole